O(CC1=C(C=CC=C1)C(F)(F)F)CC1=C(C=CC=C1)C(F)(F)F 3'-(oxybis(methylene))bis((trifluoromethyl)benzene)